6-bromo-8-deuteromethyl-2-trifluoromethyl-2-hydroxy-2H-benzopyran-3-carboxylic acid BrC=1C=C(C2=C(C=C(C(O2)(O)C(F)(F)F)C(=O)O)C1)C[2H]